NCCCCC(C(=O)N)=C aminobutylacrylamide